3-(2-(tert-butoxycarbonyl)-1,3-dimethyl-1,2,3,4-tetrahydroisoquinolin-6-yl)propanoic acid C(C)(C)(C)OC(=O)N1C(C2=CC=C(C=C2CC1C)CCC(=O)O)C